4,4''-bis(3-methyl-9H-carbazol-9-yl)-4',6'-bis(4-(3-methyl-9H-carbazol-9-yl)phenyl)-5'-(6-phenylpyridin-2-yl)-[1,1':2',1''-terphenyl]-3'-carbonitrile CC=1C=CC=2N(C3=CC=CC=C3C2C1)C1=CC=C(C=C1)C1=C(C(=C(C(=C1C1=CC=C(C=C1)N1C2=CC=CC=C2C=2C=C(C=CC12)C)C1=NC(=CC=C1)C1=CC=CC=C1)C1=CC=C(C=C1)N1C2=CC=CC=C2C=2C=C(C=CC12)C)C#N)C1=CC=C(C=C1)N1C2=CC=CC=C2C=2C=C(C=CC12)C